NC=1C(=NC(=NC1C1=C2C=NN(C2=CC=C1C)C1OCCCC1)C=1C(=NC(=CC1)F)NC1=NC(=NC=C1F)C)C(=O)N 5-amino-2-[6-fluoro-2-[(5-fluoro-2-methyl-pyrimidin-4-yl)amino]-3-pyridyl]-6-(5-methyl-1-tetrahydropyran-2-yl-indazol-4-yl)pyrimidine-4-carboxamide